6-(1-Cyclopropyl-1H-pyrazol-3-yl)-5-methyl-2-(1-methyl-1H-imidazol-2-yl)-N-(4-(trifluoromethoxy)pyridin-2-yl)pyrrolo[2,1-f][1,2,4]triazin-4-amine C1(CC1)N1N=C(C=C1)C=1C(=C2C(=NC(=NN2C1)C=1N(C=CN1)C)NC1=NC=CC(=C1)OC(F)(F)F)C